N-(3-diethoxysilylpropyl)urea C(C)O[SiH](CCCNC(=O)N)OCC